(3-[4-(7H-pyrrolo[2,3-d]pyrimidin-4-yl)-1H-pyrazol-1-yl]-1-{1-[3-(trifluoromethyl)benzoyl]piperidin-4-yl}azetidin-3-yl)acetonitrile N1=CN=C(C2=C1NC=C2)C=2C=NN(C2)C2(CN(C2)C2CCN(CC2)C(C2=CC(=CC=C2)C(F)(F)F)=O)CC#N